(S)-tert-butyl 5-amino-4-(5-(((R)-1-(3-chloropyridin-2-yl)-2,2,2-trifluoroethyl) carbamoyl)-1-oxoisoindolin-2-yl)-5-oxopentanoate NC([C@H](CCC(=O)OC(C)(C)C)N1C(C2=CC=C(C=C2C1)C(N[C@@H](C(F)(F)F)C1=NC=CC=C1Cl)=O)=O)=O